C(C)N(C1=CC2=C(C(=N1)CNC(OC(C)(C)C)=O)CN(C2=O)C2=NC(=CC=C2)C2=NN=CN2CCC)C tert-butyl ({6-[ethyl(methyl)amino]-1-oxo-2-[6-(4-propyl-4H-1,2,4-triazol-3-yl)pyridin-2-yl]-2,3-dihydro-1H-pyrrolo[3,4-c]pyridin-4-yl}methyl)carbamate